beta-fluoropyruvic acid sodium salt [Na+].FCC(C(=O)[O-])=O